2,4-dimethyl-5-decyn-4-oL CC(C)CC(C#CCCCC)(O)C